[(1S,6S)-2,2,6-TRIMETHYLCYCLOHEXYL]-3-HEXANOL CC1([C@H]([C@H](CCC1)C)CCC(CCC)O)C